tert-butyl N-(2-[[2-(2,6-dioxopiperidin-3-yl)-1,3-dioxoisoindol-4-yl]oxy]ethyl)carbamate O=C1NC(CCC1N1C(C2=CC=CC(=C2C1=O)OCCNC(OC(C)(C)C)=O)=O)=O